7-oxabicyclo[4.1.0]heptane-3-carboxylic acid 2-ethylhexyl ester C(C)C(COC(=O)C1CC2OC2CC1)CCCC